FC1=C(N=CC2=C1N=C(N=C2OCC(F)(F)F)OC[C@]21CCCN1C[C@@H](C2)F)[Sn](CCCC)(CCCC)CCCC 8-Fluoro-2-(((2R,7aS)-2-fluorotetrahydro-1H-pyrrolizin-7a(5H)-yl)methoxy)-7-(tributylstannyl)-4-(2,2,2-trifluoroethoxy)pyrido[4,3-d]pyrimidine